6-N-[(1-aminocyclopropyl)methyl]-4-N-(3,4-difluorophenyl)-1-methylpyrazolo[3,4-d]pyrimidine-4,6-diamine NC1(CC1)CNC1=NC(=C2C(=N1)N(N=C2)C)NC2=CC(=C(C=C2)F)F